COC1=NC=C(C=C1)C methoxy-5-methylpyridin